NC1=C2C(=NC=N1)N(N=C2C2=CC=C(CNC(C1=C(C=CC(=C1)F)OC)=O)C=C2)C2CNCC2 N-(4-(4-amino-1-(pyrrolidin-3-yl)-1H-pyrazolo[3,4-d]pyrimidin-3-yl)benzyl)-5-fluoro-2-methoxybenzamide